diisononyl adipate (diisononyl adipate) C(CCCCCC(C)C)C(C(=O)O)(CCCC(=O)O)CCCCCCC(C)C.C(CCCCC(=O)OCCCCCCC(C)C)(=O)OCCCCCCC(C)C